ClC(=O)N1[C@@H](CN(CC1)C(=O)OC(C)(C)C)C (R)-tert-butyl 4-(chlorocarbonyl)-3-methylpiperazine-1-carboxylate